tert-butyl 2-bromo-4-(2-((2-chloro-4-(trifluoromethyl)phenyl)amino)-2-oxoethyl)-8-oxo-5,8-dihydro-4H-spiro[furo[3,4-d][1,2,4]triazolo[1,5-a]pyrimidine-7,4'-piperidine]-1'-carboxylate BrC1=NN2C(N(C3=C(C2=O)C2(CCN(CC2)C(=O)OC(C)(C)C)OC3)CC(=O)NC3=C(C=C(C=C3)C(F)(F)F)Cl)=N1